2-(2,6-dioxo-3-piperidyl)-5-[4-[(4-fluoro-4-piperidyl)methyl]piperazin-1-yl]isoindoline-1,3-dione O=C1NC(CCC1N1C(C2=CC=C(C=C2C1=O)N1CCN(CC1)CC1(CCNCC1)F)=O)=O